[Na+].[Na+].[Na+].C(C)(=O)[O-].C(C)(=O)[O-] diacetate trisodium